ClC=1C=CC2=C(N=C(O2)C23CCC(CC2)(C3)NC(=O)C=3OC(=CC3)S(=O)(=O)C)C1 N-[4-(5-chloro-1,3-benzoxazol-2-yl)norbornan-1-yl]-5-methylsulfonyl-furan-2-carboxamide